NC1=C2N=CN(C2=NC=N1)C[C@@H](C)OCP(OCCSCCCCCCCCCCCC#CC1=CC(=CC=C1)F)(O)=O 2-((13-(3-fluorophenyl)tridec-12-yn-1-yl)thio)ethyl hydrogen ((((R)-1-(6-amino-9H-purin-9-yl)propan-2-yl)oxy)methyl)phosphonate